1-(2-chloro-4,6-difluorophenyl)-N-(1,1-difluoro-2-methylpropan-2-yl)-7-[(3R,4R)-3,4-dihydroxypyrrolidin-1-yl]-6-fluoro-4-oxo-1,4-dihydro-1,8-naphthyridine-3-carboxamide ClC1=C(C(=CC(=C1)F)F)N1C=C(C(C2=CC(=C(N=C12)N1C[C@H]([C@@H](C1)O)O)F)=O)C(=O)NC(C(F)F)(C)C